N-(benzo[d]thiazol-2-yl)-2-(4-((3,5-dimethylisoxazol-4-yl)methoxy)phenyl)acetamide S1C(=NC2=C1C=CC=C2)NC(CC2=CC=C(C=C2)OCC=2C(=NOC2C)C)=O